CS(=O)C1=NC=2N(C(=N1)NCC#N)N=CC2C(F)(F)F {[2-(methanesulfinyl)-8-(trifluoromethyl)pyrazolo[1,5-a][1,3,5]triazin-4-yl]amino}acetonitrile